1,4-diazepan-1-carboxylic acid ethyl ester hydrochloride Cl.C(C)OC(=O)N1CCNCCC1